ClC=1C(=NC(=NC1)NC1CCOCC1)C1=CC=C2CN(C(C2=C1)=O)CC(=O)N[C@H](CO)C1=NC(=CC=C1)N1CCCC1 2-(6-{5-chloro-2-[(oxan-4-yl)amino]pyrimidin-4-yl}-1-oxo-2,3-dihydro-1H-isoindol-2-yl)-N-[(1S)-2-hydroxy-1-[6-(pyrrolidin-1-yl)pyridin-2-yl]ethyl]acetamide